CC1=C(C(=O)O)C=CC(=C1)OC.COC1=CC=C(C(=O)OC)C=C1 methyl 4-methoxybenzoate (methyl anisate)